The molecule is a 1,3-diazepanone ring with two 4-(hydroxymethyl)benzyl groups as substituents at positions N-1 and N-4, two benzyl groups at C-4 and C-7, and two hydroxy groups at C-5 and C-6 respectively. It has a role as a metabolite and an anti-HIV agent. It is a diazepanone and a member of ureas. C1=CC=C(C=C1)C[C@@H]2[C@@H]([C@H]([C@H](N(C(=O)N2CC3=CC=C(C=C3)CO)CC4=CC=C(C=C4)CO)CC5=CC=CC=C5)O)O